ClC(=C[C@@H]1[13C]([13C@H]1C(=O)O)(C)C)Cl trans-3-(2,2-dichlorovinyl)-2,2-dimethylcyclopropanecarboxylic acid-13C2